2,4-bis(4-aminoanilino)-6-anilino-1,3,5-triazine NC1=CC=C(NC2=NC(=NC(=N2)NC2=CC=C(C=C2)N)NC2=CC=CC=C2)C=C1